COC=1C=C(C=CC1)S(=O)(=O)OC1=CC=C(C=C1)NC(NC1=CC=C(C=C1)OS(=O)(=O)C1=CC(=CC=C1)OC)=O bis-[4-(m-methoxyphenylsulphonyloxy)phenyl]urea